1,1,1,2,2,3,3,4,4,5,5,6,6,7,7,8,8,9,9,10,10-henicosafluorononacosane FC(C(C(C(C(C(C(C(C(C(CCCCCCCCCCCCCCCCCCC)(F)F)(F)F)(F)F)(F)F)(F)F)(F)F)(F)F)(F)F)(F)F)(F)F